BrC1=C(C=C(C=C1)C(\C=C(/F)\C1=CC(=C(C(=O)O)C=C1)C(F)(F)F)C(F)(F)F)Cl (Z)-4-(3-(4-bromo-3-chlorophenyl)-1,4,4,4-tetrafluorobut-1-en-1-yl)-2-(trifluoromethyl)benzoic acid